OC=1C2=C(N=C(N1)NC(=O)OC)C(=NN2CC2=C(C=C(C=C2)C2N(CCC2)C(=O)OC(C)(C)C)OC)I tert-butyl 2-(4-((7-hydroxy-3-iodo-5-((methoxycarbonyl)amino)-1H-pyrazolo[4,3-d]pyrimidin-1-yl)methyl)-3-methoxyphenyl)pyrrolidine-1-carboxylate